ClC=1C=C(C=CC1C(F)(F)F)NC(=O)N1C2CCC1CC=1N=C(N=CC12)F N-(3-chloro-4-(trifluoromethyl)phenyl)-2-fluoro-6,7,8,9-tetrahydro-5H-5,8-epiminocyclohepta[d]pyrimidine-10-carboxamide